[N+](=N)=O diazeniumone